2-tetrahydropyran-4-yloxy-5-(4,4,5,5-tetramethyl-1,3,2-dioxaborolan-2-yl)pyridine ethyl-2-(3,5-dimethyl-1H-pyrazol-1-yl)propanoate C(C)OC(C(C)N1N=C(C=C1C)C)=O.O1CCC(CC1)OC1=NC=C(C=C1)B1OC(C(O1)(C)C)(C)C